1-[trans-4-cyanotetrahydro-2H-pyran-3-yl]-3-[(1-hydroxy-3,3-dimethyl-2,1-benzoxaborol-6-yl)amino]pyrazole-4-carboxamide C(#N)[C@H]1[C@@H](COCC1)N1N=C(C(=C1)C(=O)N)NC1=CC2=C(C(OB2O)(C)C)C=C1